CC1(N(CCC1)C1=CC2=C(C(=N1)CNC)CN(C2=O)C2=NC(=CC=C2)C2=NN=CN2C2=CC=CC=C2)C 6-(2,2-Dimethylpyrrolidin-1-yl)-4-((methylamino)methyl)-2-(6-(4-phenyl-4H-1,2,4-triazole-3-yl)pyridin-2-yl)-2,3-dihydro-1H-pyrrolo[3,4-c]pyridin-1-one